2-(5-bromo-1-ethyl-7-fluoro-benzoimidazol-2-yl)-11-ethyl-1,9-diazatricyclo[6.3.1.04,12]dodeca-2,4(12),5,7-tetraen-10-one BrC1=CC2=C(N(C(=N2)C=2N3C(C(NC4=CC=CC(C2)=C34)=O)CC)CC)C(=C1)F